(S)-N-(5-(2-(1,1-Difluoroethyl)-8-morpholinoimidazo[1,2-a]pyridin-6-yl)-2-fluoro-4-methylphenyl)-3-(2,2,2-trifluoroethyl)pyrrolidine-1-carboxamide FC(C)(F)C=1N=C2N(C=C(C=C2N2CCOCC2)C=2C(=CC(=C(C2)NC(=O)N2C[C@@H](CC2)CC(F)(F)F)F)C)C1